(5-bromo-6-(cyclopropylmethoxy)pyridin-2-yl)methanol BrC=1C=CC(=NC1OCC1CC1)CO